NC1=C(C(=NN1)C1=C(C=C(C=C1F)Br)F)C#N 5-Amino-3-(4-bromo-2,6-difluoro-phenyl)-1H-pyrazole-4-carbonitrile